tert-butyl (1R,5S)-3-((S or R)-6,8-dichloro-2-(3-(dimethylamino) azetidin-1-yl)-7-(3-hydroxynaphthalen-1-yl) quinazolin-4-yl)-3,8-diazabicyclo[3.2.1]octane-8-carboxylate ClC=1C=C2C(=NC(=NC2=C(C1C1=CC(=CC2=CC=CC=C12)O)Cl)N1CC(C1)N(C)C)N1C[C@H]2CC[C@@H](C1)N2C(=O)OC(C)(C)C